CC(C=C)[Sn](OCC)(OCC)OCC 3-buten-2-yltri(ethoxy)tin